(S)-1-(2-aminoethyl)pyrrolidin-3-ol NCCN1C[C@H](CC1)O